6-(4-(4-(2-aminopyrimidin-5-yl)-6-morpholino-1,3,5-triazin-2-yl)piperazin-1-yl)-N-hydroxy-6-oxohexanamide NC1=NC=C(C=N1)C1=NC(=NC(=N1)N1CCOCC1)N1CCN(CC1)C(CCCCC(=O)NO)=O